C=1CCC=C2C3=CCCC=C3C3=CCCC=C3C12 2,3,6,7,10,11-hexahydrotriphenylene